(4R)-N-(6-bromopyridin-2-yl)-4-fluoropyrrolidine-2-carboxamide BrC1=CC=CC(=N1)NC(=O)C1NC[C@@H](C1)F